C(C1=CC=CC=C1)NC=1C=C(C=2N(N1)C(=NN2)C(C)C)NCC2=NC=CC=C2 N6-benzyl-3-isopropyl-N8-(2-pyridylmethyl)-[1,2,4]triazolo[4,3-b]pyridazine-6,8-diamine